[1-(3-bromo-2,6-difluorophenyl)-3-(dimethylamino)propyl]-5-(6-ethoxypyrazin-2-yl)-1,3-thiazole-2-carboxamide BrC=1C(=C(C(=CC1)F)C(CCN(C)C)C=1N=C(SC1C1=NC(=CN=C1)OCC)C(=O)N)F